6,6'-(ethane-1,1-diyl)bis(2,4-di-tert-butylphenol) C(C)(C1=CC(=CC(=C1O)C(C)(C)C)C(C)(C)C)C1=CC(=CC(=C1O)C(C)(C)C)C(C)(C)C